3-Methyl-2-[2-[(2-methyl-2-azabicyclo[2.2.2]octan-4-yl)amino]oxazolo[4,5-b]pyridin-5-yl]-5-(trifluoromethyl)phenol CC=1C(=C(C=C(C1)C(F)(F)F)O)C1=CC=C2C(=N1)N=C(O2)NC21CN(C(CC2)CC1)C